3-ethyl-5-chloro-8-hydroxyquinoline C(C)C=1C=NC2=C(C=CC(=C2C1)Cl)O